[Na+].C(CCCCCCC)C1=CC=C(C=C1)S(=O)(=O)[O-] 4-octylbenzenesulfonate sodium salt